The molecule is a non-proteinogenic amino acid derivative that is butanamide in which the pro-S hydrogen at position 2 is replaced by a (4R)-2-oxo-4-propylpyrrolidin-1-yl. Used for treatment of partial onset seizures related to epilepsy. It has a role as an anticonvulsant. It is a gamma-lactam and a non-proteinogenic amino acid derivative. It derives from a L-alpha-aminobutyric acid. CCC[C@@H]1CC(=O)N(C1)[C@@H](CC)C(=O)N